C(C1=CC=CC=C1)(C1=CC=CC=C1)N1CCN(CC1)CC=1C=C2C(N(C(C2=CC1)=O)N1C(NC(CC1)=O)=O)=O 5-((4-benzhydrylpiperazin-1-yl)methyl)-2-(2,4-dioxotetrahydropyrimidin-1(2H)-yl)isoindoline-1,3-dione